C1(C=CC(N1C1=CC=C(OC2=CC=C(C(C)(C)C3=CC=C(C=C3)C(C3=CC=C(C=C3)OC3=CC=C(C=C3)N3C(C=CC3=O)=O)(C)C)C=C2)C=C1)=O)=O 1,4-bis[4-(4-maleimidophenoxy)-α,α-dimethylbenzyl]benzene